tert-butyl (3R,4S)-3-(5-(4-amino-6-cyanopyrrolo[2,1-f][1,2,4]triazin-7-yl)-2-methoxynicotinamido)-4-fluoropyrrolidine-1-carboxylate NC1=NC=NN2C1=CC(=C2C=2C=NC(=C(C(=O)N[C@@H]1CN(C[C@@H]1F)C(=O)OC(C)(C)C)C2)OC)C#N